ClC=1C=C(C=CC1)[C@@H](CN1C[C@H]([C@@H](C1)C)COC1=CC=C(C=C1)S(=O)(=O)C)O (1S)-1-(3-chlorophenyl)-2-[(3S,4S)-3-[(4-methylsulfonylphenoxy)methyl]-4-methylpyrrolidin-1-yl]ethan-1-ol